4-[2-(4-aminopiperidin-1-yl)-5-(1-methylbenzotriazol-5-yl)pyrimidin-4-yl]benzonitrile NC1CCN(CC1)C1=NC=C(C(=N1)C1=CC=C(C#N)C=C1)C1=CC2=C(N(N=N2)C)C=C1